phenyl-5-methyl-5-pyridine-3-yl-isoxazoline C1(=CC=CC=C1)C1=NOC(C1)(C=1C=NC=CC1)C